N1=C(C=CC=2CCCNC12)CC[C@H]1C[C@H](C1)OCC[C@H](NCC1=C(N=C(C=C1C)C)C)C(=O)O O-(cis-3-(2-(5,6,7,8-tetrahydro-1,8-naphthyridin-2-yl)ethyl)cyclobutyl)-N-(2,4,6-trimethylnicotinyl)-L-homoserine